C(C)OC(COC1=C(C=CC=C1)OC1=NC(=C(C=C1F)F)N1C(N(C(=CC1=O)C(F)(F)F)C)=O)=O 2-[2-[[3,5-difluoro-6-[3-methyl-2,6-dioxo-4-trifluoromethyl-pyrimidin-1-yl]-2-pyridinyl]oxy]phenoxy]acetic acid ethyl ester